C[C@@H](CC)NC(O[C@H]1C[C@H](CC1)C1=CC(=NN1)NC(CC1=CN=CN1C)=O)=O (1R,3S)-3-(3-{[(1-methyl-1H-imidazol-5-yl)acetyl]-amino}-1H-pyrazol-5-yl)-cyclopentyl (2S)-butan-2-ylcarbamate